4-[(2,5-difluorophenyl)methyl]-4-hydroxypiperidine-1-carboxylic acid tert-butyl ester C(C)(C)(C)OC(=O)N1CCC(CC1)(O)CC1=C(C=CC(=C1)F)F